The molecule is a 2-hydroxy carboxylic acid that is mandelic acid bearing a phenolic hydroxy substituent at position 4. It has a role as a metabolite. It is a 2-hydroxy carboxylic acid and a member of phenols. It derives from a mandelic acid. It is a conjugate acid of a 4-hydroxymandelate. C1=CC(=CC=C1C(C(=O)O)O)O